tert-butyl (R)-4-(1-((3-bromopyridin-2-yl)amino)ethyl)piperidine-1-carboxylate BrC=1C(=NC=CC1)N[C@H](C)C1CCN(CC1)C(=O)OC(C)(C)C